3-(5-bromo-2-methoxycarbonyl-phenyl)pyrrolidine-1-carboxylic acid tert-butyl ester C(C)(C)(C)OC(=O)N1CC(CC1)C1=C(C=CC(=C1)Br)C(=O)OC